C(C)(C)(C)OC(=O)N1CCC(CC1)C(=O)N1CCN(CC1)C(C1=C(C=C(C=C1)NC(=O)C=1N(C(=CN1)Br)C)Cl)=O 4-(4-(4-(5-Bromo-1-methyl-1h-imidazole-2-carboxamido)-2-chlorobenzoyl)piperazine-1-carbonyl)piperidine-1-carboxylic acid tert-butyl ester